C(C)OC(=O)C1=NNC(=C1CCC(=O)OCC)C 4-(3-ethoxy-3-oxopropyl)-5-methyl-1H-pyrazole-3-carboxylic acid ethyl ester